S-((1r,4r)-4-(((benzyloxy)carbonyl)amino)cyclohexyl) ethanethioate C(C)(SC1CCC(CC1)NC(=O)OCC1=CC=CC=C1)=O